[phenyl-(benzoxy-L-alaninyl)]-(R)-phosphate C1(=CC=CC=C1)N([C@@H](C)C(=O)OP(=O)([O-])[O-])OCC1=CC=CC=C1